CN1CCOC2=C1C=C(C=C2)S(=O)(=O)N2CC=1CN(CC1C2)C(=O)[C@@H]2OCCC2 4-Methyl-6-({5-[(2R)-oxolane-2-carbonyl]-1H,2H,3H,4H,5H,6H-pyrrolo[3,4-c]pyrrol-2-yl}sulfonyl)-3,4-dihydro-2H-1,4-benzoxazine